bismuth indium gallium zinc [Zn].[Ga].[In].[Bi]